[C@@H]12CNC[C@H]2C1CN1N=CC2=NC(=CC=C21)C2=CC=C(C=C2)C 1-[[(1S,5R)-3-azabicyclo[3.1.0]hexan-6-yl]methyl]-5-(4-methylphenyl)pyrazolo[4,3-b]pyridin